FC1=CC=C(C=C1)NC1=NC(=C(C=C1C#CC1CCOCC1)[N+](=O)[O-])C N-(4-fluorophenyl)-6-methyl-5-nitro-3-(2-tetrahydropyran-4-ylethynyl)pyridin-2-amine